trans-2-methyl-4-propyl-1,3-oxathiolane C[C@@H]1OC[C@H](S1)CCC